ClC1=NNC=C1C(=O)N[C@H]1C[C@H](CCC1)NC1=CC(=NC2=CC=C(C=C12)Cl)C(F)(F)F 3-chloro-N-((1R,3S)-3-((6-chloro-2-(trifluoromethyl)quinolin-4-yl)amino)cyclohexyl)-1H-pyrazole-4-carboxamide